(S)-2-(8-((but-3-ynyloxy)carbonylamino)dibenzo[b,d]furan-3-sulfonamido)-3-methyl-butanoic acid C(CC#C)OC(=O)NC=1C=CC2=C(C3=C(O2)C=C(C=C3)S(=O)(=O)N[C@H](C(=O)O)C(C)C)C1